BrC1=CC=C(C(=N1)OC)OC=1N=C(SC1C1=NC(=NC=C1)N[C@@H]1CN(C[C@H](C1)F)C(=O)OC(C)(C)C)C tert-butyl (3S,5S)-3-[[4-[4-[(6-bromo-2-methoxy-3-pyridyl)oxy]-2-methyl-thiazol-5-yl]pyrimidin-2-yl]amino]-5-fluoro-piperidine-1-carboxylate